N=1C=CN2C1C=CC(=C2)C2=CNC=1N=C(N=CC12)N[C@@H]1C[C@@H](C1)OC 5-(imidazo[1,2-a]pyridin-6-yl)-N-(cis-3-methoxycyclobutyl)-7H-pyrrolo[2,3-d]pyrimidin-2-amine